2-(((1R)-1-(2-cyano-7-methyl-3-(3-(pyridin-4-yl)pyrrolidin-1-yl)quinoxalin-5-yl)ethyl)amino)benzoic acid C(#N)C1=NC2=CC(=CC(=C2N=C1N1CC(CC1)C1=CC=NC=C1)[C@@H](C)NC1=C(C(=O)O)C=CC=C1)C